NC=1C(=NC(=C(N1)C=1OC=CN1)C1=CN(C(C=C1)=O)C(F)F)C(=O)NCC1=NC=CC=C1F 3-amino-6-(1-(difluoromethyl)-6-oxo-1,6-dihydropyridin-3-yl)-N-((3-fluoropyridin-2-yl)methyl)-5-(oxazol-2-yl)pyrazine-2-carboxamide